(R)-1'-(5-Amino-1-((R or S)-2,2,2-trifluoro-1-phenylethyl)-1H-pyrazole-4-carbonyl)-6-chloro-5-fluorospiro[benzo[d][1,3]oxazine-4,3'-piperidin]-2(1H)-one NC1=C(C=NN1[C@@H](C(F)(F)F)C1=CC=CC=C1)C(=O)N1C[C@@]2(CCC1)C1=C(NC(O2)=O)C=CC(=C1F)Cl |o1:6|